Cl.NN Hydrazine Monohydrochloride